6-((4'-fluoro-[1,1'-biphenyl]-4-yl)oxy)-2-methylpyridin-3-amine FC1=CC=C(C=C1)C1=CC=C(C=C1)OC1=CC=C(C(=N1)C)N